tert-Butyl (S)-2-amino-3-(4-bromo-2-fluorophenyl)-2-methylpropanoate N[C@](C(=O)OC(C)(C)C)(CC1=C(C=C(C=C1)Br)F)C